tert-butyl 4-amino-3-methyl-pyrazole-1-carboxylate NC=1C(=NN(C1)C(=O)OC(C)(C)C)C